Cl.N[C@H]1C(NC(C1)=O)=O (R)-3-aminopyrrolidine-2,5-dione hydrochloride